N-(6-((S)-1-cyanospiro[2.2]pentan-1-yl)isoquinolin-3-yl)-2-(pyridin-3-yl)cyclopropane-1-carboxamide C(#N)[C@]1(CC12CC2)C=2C=C1C=C(N=CC1=CC2)NC(=O)C2C(C2)C=2C=NC=CC2